FC1=C(C=CC(=C1)CNC(CF)C)C1=NN=C(O1)C=1C(=NC=C(N1)C1=CC=C(C=C1)S(=O)(=O)C1CCOCC1)N 3-(5-(2-fluoro-4-((1-fluoropropan-2-ylamino)methyl)phenyl)-1,3,4-oxadiazol-2-yl)-5-(4-(tetrahydro-2H-pyran-4-ylsulfonyl)phenyl)pyrazin-2-amine